BrC=1C=C(C=NC1)N=[SH2](C)C ((5-bromopyridin-3-yl)imino)dimethyl-lambda6-Sulfane